NC=1N=C(SC1C(=O)C1=CC=NC=C1)N(C1=CC(=C(C=C1)F)F)C(C(=O)N)C (N-[4-amino-5-(pyridine-4-carbonyl)thiazol-2-yl]-3,4-difluoro-anilino)propanamide